C12C(C3CC(CC(C1)C3)C2)NC(CN2C(C(=CC=C2)NC([C@H](CCC(C(=O)NC)=O)NC(=O)C2=CN=NC=C2)=O)=O)=O (S)-N1-(1-(2-(2-Adamantylamino)-2-oxoethyl)-2-oxo-1,2-dihydropyridin-3-yl)-N6-methyl-5-oxo-2-(pyridazine-4-carboxamido)hexandiamid